4-methyl-2-((1-((2-(trimethylsilyl)ethoxy)methyl)-1H-pyrazol-5-yl)methyl)-4H-thiazolo[5',4':4,5]Pyrrolo[2,3-d]Pyridazin-5(6H)-one CN1C2=C(C3=C1C(NN=C3)=O)SC(=N2)CC2=CC=NN2COCC[Si](C)(C)C